4-[(dimethylamino)methyl]-N-[7-methoxy-4-(oxan-4-yl)-1H-1,3-benzodiazol-2-yl]benzamide CN(C)CC1=CC=C(C(=O)NC2=NC3=C(N2)C(=CC=C3C3CCOCC3)OC)C=C1